C(C)C=1C(NC=2C=C(C=NC2C1)CN1[C@@H](CN(C[C@H]1C)C=1C=C(C(=NC1)C(=O)N)N)C)=O 5-((3R,5R)-4-((7-ethyl-6-oxo-5,6-dihydro-1,5-naphthyridin-3-yl)methyl)-3,5-dimethylpiperazin-1-yl)-aza-methylpyridineamide